[N+](=O)([O-])/C=C/N1CC2=CC=CC=C2C1 (E)-2-(2-nitrovinyl)isoindoline